7-Chlorobenzofuran-3-yl acetate C(C)(=O)OC1=COC2=C1C=CC=C2Cl